C(C)(C)(C)[C@H](C\C=C\C(=O)C1=CN=C2C(=N1)N(C(=C2)C(C)(C)C)C)[C@H]2N(C(OC2)(C)C)C(=O)OC(C)(C)C tert-Butyl (4R)-4-[(E,1S)-1-tert-butyl-5-(6-tert-butyl-5-methyl-pyrrolo[2,3-b]pyrazin-3-yl)-5-oxo-pent-3-enyl]-2,2-dimethyl-oxazolidine-3-carboxylate